5-bromo-2-(1H-pyrazol-1-yl)-4-(trifluoromethyl)pyridine BrC=1C(=CC(=NC1)N1N=CC=C1)C(F)(F)F